C(C)S(=O)(=O)NC1CN(CCC1)C(=O)[O-] 3-(ethylsulfonamido)piperidine-1-carboxylate